CC1=C(C(=C(C1([Hf](C=1C(C2=CC(=C(C=C2C1)C)C)C(C)CC)(C)C)C)C)C)C Pentamethylcyclopentadienyl-dimethyl-(1-sec-butyl-5,6-dimethylindenyl)hafnium